CCC(C(C)(C)C)(C)N([Na])C1C=CC=C1 tetramethyl-cyclopentadienyl-tert-butylaminosodium